N-(8-(methylamino)-5-(tetrahydrofuran-3-yl)-2,7-naphthyridin-3-yl)cyclopropanecarboxamide CNC=1N=CC(=C2C=C(N=CC12)NC(=O)C1CC1)C1COCC1